[N+](=O)([O-])C1=CC=C(C=C1)S(=O)(=O)N1[C@@H](CC[C@H](C1)N(OCC1=CC=CC=C1)S(=O)(=O)C1=CC=C(C=C1)[N+](=O)[O-])C(=O)OC Methyl (2S,5R)-1-(p-Nitrobenzenesulfonyl)-5-(N-benzyloxy-p-nitrobenzenesulfonylamino)-piperidine-2-carboxylate